1-(isoquinolin-1-yl)-N3-(4-(1-methylpiperidin-4-yl)phenyl)-1H-1,2,4-triazole-3,5-diamine C1(=NC=CC2=CC=CC=C12)N1N=C(N=C1N)NC1=CC=C(C=C1)C1CCN(CC1)C